boron bisresorcinol C1(O)=CC(O)=CC=C1.C1(O)=CC(O)=CC=C1.[B]